(S)-1-(1-acryloylpyrrolidin-3-yl)-3-((3,5-dimethoxyphenyl)ethynyl)-5-((2-morpholinoethyl)amino)-1H-pyrazole-4-carboxamide C(C=C)(=O)N1C[C@H](CC1)N1N=C(C(=C1NCCN1CCOCC1)C(=O)N)C#CC1=CC(=CC(=C1)OC)OC